N-[6-[4-(Hydroxymethyl)-1-piperidyl]-1-oxo-2-(2,2,2-trifluoroethyl)isoindolin-5-yl]pyrazolo[1,5-a]pyrazine-3-carboxamide OCC1CCN(CC1)C1=C(C=C2CN(C(C2=C1)=O)CC(F)(F)F)NC(=O)C=1C=NN2C1C=NC=C2